tert-butyl 4-((3-carbamoyl-4-(2,7-dimethyl-2H-indazole-5-carboxamido) phenyl)(methyl)amino)piperidine-1-carboxylate C(N)(=O)C=1C=C(C=CC1NC(=O)C1=CC2=CN(N=C2C(=C1)C)C)N(C1CCN(CC1)C(=O)OC(C)(C)C)C